3-methyl-1,2-pentylene oxide CC(C1CO1)CC